N-[3-[(5R)-3-amino-5,6-dihydro-2,5-dimethyl-1,1-dioxo-2H-1,2,4-thiadiazin-5-yl]-4-fluorophenyl]-5-fluoro-2-pyridinecarboxamide NC=1N(S(C[C@@](N1)(C)C=1C=C(C=CC1F)NC(=O)C1=NC=C(C=C1)F)(=O)=O)C